N1-(6,7-dimethoxy-2-(4-(piperazin-1-yl)phenyl)quinolin-4-yl)-N3,N3-dimethylpropane-1,3-diamine COC=1C=C2C(=CC(=NC2=CC1OC)C1=CC=C(C=C1)N1CCNCC1)NCCCN(C)C